COC=1C=C2N=C3CCCCC3=C(C2=CC1)N 6-methoxy-1,2,3,4-tetrahydro-9-aminoacridine